CN1CCN(CC1)C=1C=C(C=C(C1)C(F)(F)F)N[C@@H]1CN(CC1)C(=O)OC(C)(C)C tert-butyl (S)-3-((3-(4-methylpiperazin-1-yl)-5-(trifluoromethyl)phenyl)amino)pyrrolidine-1-carboxylate